C(=O)C1=C(C=NC(=C1O)C)COC1=C(OP(=O)=N[C@H](C(=O)OC(C)C)CC2=CC=C(C=C2)O)C=CC=C1 (2S)-Isopropyl 2-(((4-formyl-5-hydroxy-6-methylpyridin-3-yl)methoxy)(phenoxy)phosphorylamino)-3-(4-hydroxyphenyl)propanoate